C(C)(C)(C)O[C@H](C)[C@@H]1NC(OC1=O)=O (S)-4-((R)-1-(t-Butoxy)ethyl)oxazolidine-2,5-dione